CC=1N=CN(C1)C=1N=C2N(CC1)C=C(C=C2)N2C[C@@H](NCC2)C 2-(4-methyl-1H-imidazol-1-yl)-7-[(3S)-3-methylpiperazin-1-yl]-4H-pyrido[1,2-a]pyrimidin